CC=1C(C2=CC=3CCCC3C(=C2C1)C1=CC=C(C=C1)C(C)(C)C)[Si](C)(C)Cl 2-methyl-[4-(4-tert-butylphenyl)-1,5,6,7-tetrahydro-s-indacen-1-yl]Chlorodimethylsilane